ethyl 1-methyl-2,4-dioxocyclohexane-1-carboxylate CC1(C(CC(CC1)=O)=O)C(=O)OCC